1-(3,5-dichloro-4-fluorophenyl)-2,2,2-tri-fluoroethan-1-one ClC=1C=C(C=C(C1F)Cl)C(C(F)(F)F)=O